2-(5-cyclopropyl-3-(trifluoromethyl)-1H-pyrazol-1-yl)acetic acid C1(CC1)C1=CC(=NN1CC(=O)O)C(F)(F)F